C1(CC1)C1=C(C(=NO1)C1=C(C=CC=C1)OC(F)(F)F)C1=CC2(C1)CCN(CC2)C2=NC=C(C(=O)O)C=C2 6-(2-(5-cyclopropyl-3-(2-(trifluoromethoxy)phenyl)isoxazol-4-yl)-7-azaspiro[3.5]non-1-en-7-yl)nicotinic acid